tert-butyl 2'-(2-bromo-3-fluoropyridin-4-yl)-4'-oxo-1',4'-dihydrospiro[cyclopentane-1,7'-pyrrolo[3,2-c]pyridine]-5'(6'H)-carboxylate BrC1=NC=CC(=C1F)C1=CC=2C(N(CC3(C2N1)CCCC3)C(=O)OC(C)(C)C)=O